Cl.Cl.Cl.C(CCC(=O)O)(=O)O succinic acid, trishydrochloride